2-amino-5-methoxytetralin (S)-mandelate salt C([C@@H](O)C1=CC=CC=C1)(=O)O.NC1CC2=CC=CC(=C2CC1)OC